C12C(CC(CC1)CC2)C(C)NS(=O)(=O)C2=CC(=C(C=C2)NC(C2=C(C=CC=C2)C)=O)C N-(4-(N-(1-(bicyclo[2.2.2]octan-2-yl)ethyl)sulfamoyl)-2-methylphenyl)-2-methylbenzamide